C1(CC1)C1=C(C=NC(=C1)C(NC=1C(=C(C=CC1)C1=C(C(=CC=C1)NC(C1=NC=C(C(=C1)C1CC1)CNC)=O)C)C)=O)CN[C@H](CO)C(=O)O ((4-cyclopropyl-6-((3'-(4-cyclopropyl-5-((methylamino)methyl)picolinamido)-2,2'-dimethyl-[1,1'-biphenyl]-3-yl)carbamoyl)pyridin-3-yl)methyl)-D-serine